ClC1=C(C=CC=C1NC(=O)C1=NC=2CCN(CC2C=C1)CCO)C1=C(C=CC=C1)F N-(2-chloro-2'-fluoro-[1,1'-biphenyl]-3-yl)-6-(2-hydroxyethyl)-5,6,7,8-tetrahydro-1,6-naphthyridine-2-carboxamide